6-chloro-3-(1H-imidazol-1-yl)-5-methoxy-1-methyl-2-(3-(trifluoromethyl)-1H-1,2,4-triazol-5-yl)-1H-indole ClC1=C(C=C2C(=C(N(C2=C1)C)C1=NC(=NN1)C(F)(F)F)N1C=NC=C1)OC